dinitrosoPentamethyleneTetraamine C1N2CN(CN1CN(C2)N=O)N=O